O1N=CC2=C1C(=CC=C2)C#N benzo[d]isoxazole-7-carbonitrile